(2S,7'Z)-2-phenyl-6-styryl-chroman-4-one C1(=CC=CC=C1)[C@H]1OC2=CC=C(C=C2C(C1)=O)C=CC1=CC=CC=C1